6-fluoro-9-methyl-9H-β-carboline FC=1C=C2C=3C=CN=CC3N(C2=CC1)C